(2,6-diphenylpyridin-4-yl)boric acid C1(=CC=CC=C1)C1=NC(=CC(=C1)OB(O)O)C1=CC=CC=C1